The molecule is an N-hydroxy-L-polyhomomethioninate that is the conjugate base of N-hydroxy-L-tetrahomomethionine, obtained by deprotonation of the carboxy group; major species at pH 7.3. It is a N-hydroxy-L-polyhomomethioninate and a N-hydroxytetrahomomethioninate. It is a conjugate base of a N-hydroxy-L-tetrahomomethionine. CSCCCCCC[C@@H](C(=O)[O-])NO